NC1=C2C(N(C(=NC2=C(C=C1)F)C)[C@@H]1[C@H](CC1)C1=CC=CC=C1)=O 5-amino-8-fluoro-2-methyl-3-[(1S,2R)-2-phenylcyclobutyl]-3,4-dihydroquinazolin-4-one